tert-butyl (S)-1-(4-(N-tert-butylsulfamoyl) phenylamino)-1-oxo-3-phenylprop-2-ylcarbamate C(C)(C)(C)NS(=O)(=O)C1=CC=C(C=C1)NC([C@H](CC1=CC=CC=C1)NC(OC(C)(C)C)=O)=O